ditert-butyl piperazine-1,2-dicarboxylate N1(C(CNCC1)C(=O)OC(C)(C)C)C(=O)OC(C)(C)C